cis-4-[(3,5-dichloro-2-pyridyl)oxy]-N-isobutyl-2'-oxo-spiro[cyclohexane-1,3'-indoline]-5'-carboxamide ClC=1C(=NC=C(C1)Cl)OC1CCC2(C(NC3=CC=C(C=C23)C(=O)NCC(C)C)=O)CC1